C1(=CC=CC=C1)C(CC(C1=CNC2=CC(=CC=C12)C)C1=CC(=CC=C1)Cl)=O 1-phenyl-3-m-chlorophenyl-3-(6-methylindol-3-yl)-1-propanone